ethyl 3-(N,N-bis(4-methoxybenzyl) sulfamoyl)-1H-pyrazole-4-carboxylate COC1=CC=C(CN(S(=O)(=O)C2=NNC=C2C(=O)OCC)CC2=CC=C(C=C2)OC)C=C1